acetyl-mannosylerythritol C(C)(=O)C([C@H](O)[C@H](O)CO)(O)C1[C@@H](O)[C@@H](O)[C@H](O)[C@H](O1)CO